N1=C(C=CC=C1)N1C(C2=C(CCC1)C=CN2)=O 7-(pyridin-2-yl)-1H,4H,5H,6H,7H,8H-pyrrolo[2,3-c]azepin-8-one